C12(C(=O)CC(CC1)C2(C)C)CS(=O)(=O)O (+)-10-camphorsulphonic acid